1-eicosyl-2-(6Z,9Z,12Z,15Z-octadecatetraenoyl)-glycero-3-phosphocholine CCCCCCCCCCCCCCCCCCCCOC[C@H](COP(=O)([O-])OCC[N+](C)(C)C)OC(=O)CCCC/C=C\C/C=C\C/C=C\C/C=C\CC